BrC=1C=C(C=CC1)C[C@@H](C(=O)NC)N1N=C(C=C1)C1=CC=C(C=C1)C (S)-N-(3-(3-bromophenyl)-1-(methylamino)-1-oxopropan-2-yl)-3-(p-tolyl)-1H-pyrazole